N-(5-(4-cyanophenyl)thiazolo[5,4-b]pyridin-2-yl)-6-methyl-4-(3-oxo-3,4-dihydro-2H-benzo[b][1,4]oxazin-8-yl)nicotinamide C(#N)C1=CC=C(C=C1)C1=CC=C2C(=N1)SC(=N2)NC(C2=CN=C(C=C2C2=CC=CC1=C2OCC(N1)=O)C)=O